OCC1=CC(=NC2=CC(=CC=C12)NC(OC(C)(C)C)=O)C1C(C1)C1=NC=CC(=N1)C tert-butyl (4-(hydroxymethyl)-2-(2-(4-methylpyrimidin-2-yl)cyclopropyl)quinolin-7-yl)carbamate